1-(4-(tert-butyl)phenyl)-2-(8-hydroxynaphthalen-1-yl)ethan-1-one C(C)(C)(C)C1=CC=C(C=C1)C(CC1=CC=CC2=CC=CC(=C12)O)=O